1-(4-(4-amino-7-cyclopropyl-7H-pyrrolo[2,3-d]pyrimidin-5-yl)-2,2-dimethyl-2,3-dihydrobenzofuran-7-yl)-3-(4-((4-methylpiperazin-1-yl)-methyl)-3-(trifluoromethyl)-phenyl)urea NC=1C2=C(N=CN1)N(C=C2C2=CC=C(C1=C2CC(O1)(C)C)NC(=O)NC1=CC(=C(C=C1)CN1CCN(CC1)C)C(F)(F)F)C1CC1